FC(OC1=CC=C(C=C1)S(=O)(=O)N1CCOC2(C1)CCN(CC2)CC(=O)OCC)F ethyl 2-(4-((4-(difluoromethoxy)phenyl)sulfonyl)-1-oxa-4,9-diazaspiro[5.5]undecan-9-yl)acetate